CC1=C(OC=2CC3(C4=CN(N=C4C21)CC2=NC=C(C=C2)C)CCC3)C(=O)NC[C@H]3OCCC3 8'-Methyl-2'-[(5-methylpyridin-2-yl)methyl]-N-[(2S)-tetrahydrofuran-2-ylmethyl]-2',5'-dihydrospiro[cyclobutan-1,4'-furo[2,3-g]indazol]-7'-carboxamid